(4S)-4-(2,3-dichloro-6-hydroxyphenyl)-1-(1-methylpyrazol-4-yl)imidazolidin-2-one ClC1=C(C(=CC=C1Cl)O)[C@@H]1NC(N(C1)C=1C=NN(C1)C)=O